6'-{[(3s)-1-methylpyrrolidin-3-yl]oxy}-2',3'-dihydrospiro[cyclohexane-1,1'-indene]-4-carboxylic acid CN1C[C@H](CC1)OC1=CC=C2CCC3(C2=C1)CCC(CC3)C(=O)O